[Cl-].[Cl-].[Cl-].[Ti+3].C(C)(C)(C)C1=C(C(C=NC2=C(C=CC=C2)SCCC)=CC(=C1)C(C)(C)C)O 3,5-di-tert-butylsalicylidene-2-propylthioaniline titanium trichloride